FC1=CC(=CC=2N(C(=NC21)C2=CC=C(C=C2)S(=O)(=O)C)C)C2=CC=C(C=C2)CN2CCC(CC2)N2CCCC2 4-fluoro-1-methyl-2-(4-(methylsulfonyl)phenyl)-6-(4-((4-(pyrrolidin-1-yl)piperidin-1-yl)methyl)phenyl)-1H-benzo[d]imidazole